CN(CCC1=CN(C(C2=CC=C(C=C12)C=1C=NNC1C(F)(F)F)=O)CC=1C=C(C(=O)NC)C=CC1)C 3-((4-(2-(Dimethylamino)ethyl)-1-oxo-6-(5-(trifluoromethyl)-1H-pyrazol-4-yl)isoquinolin-2(1H)-yl)methyl)-N-methylbenzamide